(3R)-3-{[2-(1-methyl-1H-pyrazol-3-yl)[1,2,4]triazolo[1,5-c]quinazolin-5-yl]amino}azepin-2-one CN1N=C(C=C1)C1=NN2C(=NC=3C=CC=CC3C2=N1)NC=1C(N=CC=CC1)=O